N1(C=CC2=CC=CC=C12)NC(C1=C(C=C(C=C1)/C(=C/C(C(F)(F)F)C1=CC(=C(C(=C1)Cl)Cl)Cl)/F)C(F)(F)F)=O (Z)-N-(1H-indol-1-yl)-4-(1,4,4,4-tetrafluoro-3-(3,4,5-trichlorophenyl)but-1-en-1-yl)-2-(trifluoromethyl)benzamide